CN1C(C2=CC(=CC=C2C=C1)C1=NC(=CC=C1C=1C=NN(C1)CC1(CCCC1)C)C)=O 2-methyl-7-(6-methyl-3-(1-((1-methylcyclopentyl)methyl)-1H-pyrazol-4-yl)pyridin-2-yl)isoquinolin-1(2H)-one